C(CC=C)C=1C=C(C2=C(NC=N2)C1)OC 6-(but-3-en-1-yl)-4-methoxybenzo[d][1,3]diazole